ClC1=CC(=CC(=N1)OCC1CN(C1)C(=O)N1C[C@@H]2[C@@H](OCC(N2)=O)CC1)C(F)(F)F (4aR,8aS)-6-[3-[[6-chloro-4-(trifluoromethyl)-2-pyridyl]oxymethyl]azetidine-1-carbonyl]-4,4a,5,7,8,8a-hexahydropyrido[4,3-b][1,4]oxazin-3-one